6-methyl-1H-indol-4-ol CC=1C=C(C=2C=CNC2C1)O